(2R,4R)-6-chloro-4-hydroxy-N-[3-(4-{[3-(trifluoromethoxy)propyl]amino}-1H-pyrazol-1-yl)bicyclo[1.1.1]pentan-1-yl]-3,4-dihydro-2H-1-benzopyran-2-carboxamide ClC=1C=CC2=C([C@@H](C[C@@H](O2)C(=O)NC23CC(C2)(C3)N3N=CC(=C3)NCCCOC(F)(F)F)O)C1